NC1=CC=CC(=N1)S(=O)(=O)NC(=O)C=1C(=NC(=CC1)C(C)(C)C)OC1=C(C=C(C=C1C)C)C#N N-[(6-Amino-2-pyridyl)sulfonyl]-6-tert-butyl-2-(2-cyano-4,6-dimethyl-phenoxy)pyridin-3-carboxamid